Dichloro[1,3-bis(2,6-diisopropylphenyl)-2-imidazolidinylidene][2-(N,N-dimethylamino)-phenylmethylene]ruthenium(II) Cl[Ru-4](=CC1=C(C=CC=C1)N(C)C)(=C1N(CCN1C1=C(C=CC=C1C(C)C)C(C)C)C1=C(C=CC=C1C(C)C)C(C)C)Cl